C(C)(C)(C)OC(=O)N1[C@@H]2CCC(C1C#N)C2 |r| (R/S)-exo-3-cyano-2-azabicyclo[2.2.1]heptane-2-carboxylic acid tert-butyl ester